COC1=C(C=CC=C1)C1=CC2=CN(C=CC2=N1)CN1N=NC2=C1C=CC=C2 1-[[2-(2-methoxyphenyl)pyrrolo[3,2-c]pyridin-5-yl]methyl]benzotriazole